methyl-5-(tetrahydropyran-4-ylmethyl)-1H-pyrazol-3-amine CN1N=C(C=C1CC1CCOCC1)N